3-[2-[4-Methyl-3-[[(1R)-1-(1-naphthyl)ethyl]carbamoyl]phenyl]-2,6-diazaspiro[3.3]heptan-6-yl]propanoic acid CC1=C(C=C(C=C1)N1CC2(C1)CN(C2)CCC(=O)O)C(N[C@H](C)C2=CC=CC1=CC=CC=C21)=O